CC1=C(C=C(C(=O)NC2=CC(=C(C=C2)CN2CCN(CC2)C)C(F)(F)F)C=C1)/N=C/C=1C=NC=CC1 (E)-4-methyl-N-(4-((4-methylpiperazin-1-yl)methyl)-3-(trifluoromethyl)phenyl)-3-((pyridin-3-ylmethylene)amino)benzamide